2-chloro-N-(1-methyl-2-methoxyethyl)-N-(2-ethyl-6-methylphenyl)acetamide ClCC(=O)N(C1=C(C=CC=C1C)CC)C(COC)C